tert-butyl (R)-3-((S)-1-(tert-butoxy)-3-(3-((E)-3-methoxy-3-oxoprop-1-en-1-yl)phenyl)-1-oxopropan-2-yl)pyrrolidine-1-carboxylate C(C)(C)(C)OC([C@@H](CC1=CC(=CC=C1)\C=C\C(=O)OC)[C@@H]1CN(CC1)C(=O)OC(C)(C)C)=O